C(C)(C)(C)OC(=O)N1CC2(C1)COC(OC2)CCNC2=CC=C(C=C2)C#N.C2NCCC1=CC=C(C=C21)OCC=2C=C1C=CC=NC1=CC2 6-(((1,2,3,4-tetrahydroisoquinoline-7-yl)oxy)methyl)quinoline tert-butyl-7-(2-((4-cyanophenyl)amino)ethyl)-6,8-dioxa-2-azaspiro[3.5]nonane-2-carboxylate